C(C#C)N1N=CC=C1C(=O)O 1-(prop-2-yn-1-yl)-1H-pyrazole-5-carboxylic acid